CC1(C(NOC1)=O)C 4,4-dimethyl-1,2-oxazolidin-3-one